C(CCC)C1(N(C(N2C1=CC=1C(=CC=CC21)C)=O)OC)C#CCCC2=CC=CC=C2 1-butyl-2-methoxy-8-methyl-1-(4-phenylbut-1-yn-1-yl)-1,2-dihydro-3H-imidazo[1,5-a]indol-3-one